C(C)(C)(C)OC(N(C1(CC1)CC#N)CC(OP(=O)(OCC)OCC)C1=CC(=CC=C1)Cl)=O tert-butyl-N-[2-(3-chlorophenyl)-2-[(diethoxyphosphoryl)oxy]ethyl]-N-[1-(cyanomethyl)cyclopropyl]carbamate